fluorine sulfobenzoic anhydride S(=O)(=O)(O)C1=C(C(=O)OC(C2=C(C=CC=C2)S(=O)(=O)O)=O)C=CC=C1.[F]